BrC(C(=O)NC=1C=C(C=CC1O)C1=C(C(=C(C(=C1F)F)F)F)F)(F)F 2-bromo-2,2-difluoro-N-(2',3',4',5',6'-pentafluoro-4-hydroxy-[1,1'-biphenyl]-3-yl)acetamide